C1(=CC(=CC=C1)NC(CCC1=CC=C(OC(C(=O)O)(C)C)C=C1)=O)C1=CC=CC=C1 2-(4-(3-([1,1'-biphenyl]-3-ylamino)-3-oxopropyl)phenoxy)-2-methylpropanoic acid